NC1=NC=CC2=C1N(C(N2[C@H]2CN(CCC2)C(=O)C(C#N)=CC(C)(N2CCN(CC2)C2COC2)C)=O)C2=CC(=C(C=C2)OC2=CC=CC=C2)C (R)-2-(3-(4-amino-3-(3-methyl-4-phenoxyphenyl)-2-oxo-2,3-dihydro-1H-imidazo[4,5-c]pyridin-1-yl)piperidine-1-carbonyl)-4-methyl-4-(4-(oxetan-3-yl)piperazin-1-yl)pent-2-enenitrile